C(C)(=O)N[C@H](CO)C(=O)O N-Acetyl-D-Serine